(R)-5-((((6-(2-chloro-3-(3-chloro-4-((3-fluoro-4-((((R)-2-hydroxypropyl)amino)methyl)pyridin-2-yl)amino)pyridin-2-yl)phenyl)-2-methoxypyridin-3-yl)methyl)amino)methyl)pyrrolidin-2-one ClC1=C(C=CC=C1C1=NC=CC(=C1Cl)NC1=NC=CC(=C1F)CNC[C@@H](C)O)C1=CC=C(C(=N1)OC)CNC[C@H]1CCC(N1)=O